N[C@@H](C(=O)O)CC(N)=N D-α-amino-β-amidino-propionic acid